2-amino-2-methylpropanamide NC(C(=O)N)(C)C